5-chloro-N-{(3S)-4-[2-(4-chloro-3-fluorophenoxy)acetylamino]-3-hydroxybicyclo[2.2.2]octan-1-yl}pyridine-2-carboxamide ClC=1C=CC(=NC1)C(=O)NC12C[C@@H](C(CC1)(CC2)NC(COC2=CC(=C(C=C2)Cl)F)=O)O